3-(5-((4-((4'-chloro-5,5-dimethyl-3,4,5,6-tetrahydro-[1,1'-biphenyl]-2-yl)methyl)-2-(trifluoromethyl)piperazin-1-yl)methyl)-1-oxoisoindolin-2-yl)piperidine-2,6-dione ClC1=CC=C(C=C1)C1=C(CCC(C1)(C)C)CN1CC(N(CC1)CC=1C=C2CN(C(C2=CC1)=O)C1C(NC(CC1)=O)=O)C(F)(F)F